1,3,5-trimethoxybenzene methyl-5,8-dibromo-2,2-dimethyl-3-oxo-3,4-dihydro-2H-benzo[b][1,4]oxazine-6-carboxylate COC(=O)C1=C(C2=C(OC(C(N2)=O)(C)C)C(=C1)Br)Br.COC1=CC(=CC(=C1)OC)OC